CNCCCN(CC(CCCCCCCCCC)O)CC(CCCCCCCCCC)O 1,1'-((3-(methylamino)propyl)azanediyl)bis(dodecan-2-ol)